C(C=C)C1C(OC(C(O1)=O)C)=O 3-allyl-6-methyl-[1,4]Dioxane-2,5-dione